2-({[(9H-fluoren-9-yl)methoxy]carbonyl}[2-(1-methyl-1H-imidazol-4-yl)ethyl]amino)acetic acid C1=CC=CC=2C3=CC=CC=C3C(C12)COC(=O)N(CC(=O)O)CCC=1N=CN(C1)C